BrC=1C(=C(C(=CC1N)F)C1=C(C=C(N)C=C1)F)F bromo-2',2,6-trifluorobenzidine